methyl 5-benzyl-3-((5-isopropylisoxazole-3-carboxamido)methyl)-4,5-dihydroisoxazole-5-carboxylate C(C1=CC=CC=C1)C1(CC(=NO1)CNC(=O)C1=NOC(=C1)C(C)C)C(=O)OC